((6-(difluoromethoxy)-2-(3'-(5-(2-hydroxyethyl)-4,5,6,7-tetrahydrooxazolo[5,4-c]pyridin-2-yl)-2,2'-dimethyl-[1,1'-biphenyl]-3-yl)benzo[d]oxazol-5-yl)methyl)-L-proline FC(OC1=CC2=C(N=C(O2)C=2C(=C(C=CC2)C2=C(C(=CC=C2)C=2OC=3CN(CCC3N2)CCO)C)C)C=C1CN1[C@@H](CCC1)C(=O)O)F